(l)-2-[[[3-[3-(trifluoromethyl)phenyl]imidazo[1,2-b]pyridazin-6-yl]amino]methyl]-6-azaspiro[3.4]octane-6-carboxylic acid tert-butyl ester C(C)(C)(C)OC(=O)N1CC2(CC(C2)CNC=2C=CC=3N(N2)C(=CN3)C3=CC(=CC=C3)C(F)(F)F)CC1